CC1([C@H]2CCC(C([C@@]2(CCC1)C)CO[Si](C)(C)C)=O)C (4aR,8aR)-5,5,8a-trimethyl-1-(((trimethylsilyl)oxy)methyl)octahydronaphthalen-2(1H)-one